NC1=C(C(=CC=2N(C(=NC21)COC)C)C(F)(F)F)C2=CC=CN1C(=CC(=C21)B2OC(C(O2)(C)C)(C)C)C(=O)C2=CC(=C(C(=C2)F)F)F (8-(4-amino-2-(methoxymethyl)-1-methyl-6-(trifluoromethyl)-1H-benzo[d]imidazol-5-yl)-1-(4,4,5,5-tetramethyl-1,3,2-dioxaborolan-2-yl)indolizin-3-yl)(3,4,5-trifluorophenyl)methanone